(Z)-2-(1-(4-(benzyloxy)-3-methoxybenzylidene)-5-methoxy-2-methyl-1H-inden-3-yl)acetic acid C(C1=CC=CC=C1)OC1=C(C=C(\C=C/2\C(=C(C3=CC(=CC=C23)OC)CC(=O)O)C)C=C1)OC